2,6-difluoro-4-(hydroxymethyl)Benzonitrile FC1=C(C#N)C(=CC(=C1)CO)F